5-Ethylidenenorbornene C(C)=C1C2C=CC(C1)C2